C(C)(C)(C)OC(=O)N1C(C[C@H](C1)O)C1=CC(=CC(=C1)SC)F (4R)-2-[3-fluoro-5-(methylthio)phenyl]-4-hydroxypyrrolidine-1-carboxylic acid tert-butyl ester